4-chloro-N-[(3S,6R)-6-{5-[2-(trifluoromethoxy)ethoxy]-1,3,4-oxadiazol-2-yl}piperidin-3-yl]-3-(trifluoromethyl)benzamide ClC1=C(C=C(C(=O)N[C@@H]2CN[C@H](CC2)C=2OC(=NN2)OCCOC(F)(F)F)C=C1)C(F)(F)F